hydroxyl-isocaproic acid OC(C(=O)O)CC(C)C